COC(=O)C=1N(C2=CC=CC=C2C1C)CCC(=O)OC 1-(3-methoxy-3-oxopropyl)-3-methyl-1H-indole-2-carboxylic acid methyl ester